NC=1C=C(C(=CC1)C=1C(=CC(=CC1)N)C(=O)O)C(=O)O.[Pd] palladium 4,4'-diaminobiphenyl-2,2'-dicarboxylic acid